COC1=C(C=C(C(=C1)COC)OC)CC(CC)N 1-(2,5-dimethoxy-4-(methoxymethyl)phenyl)butan-2-amine